6-ethyl-6,7-dihydrospiro[cyclopenta[d]pyrazolo[1,5-a]pyrimidine-5,1'-cyclopropane] C(C)C1CC=2C(=NC=3N(C2)N=CC3)C13CC3